Cl.O1CC[C@H]2NC(C[C@H]21)C(=O)OC Methyl (3aR,6aR)-hexahydro-2H-furo[3,2-b]pyrrole-5-carboxylate hydrochloride